FC1CCN(CC1)C(=O)C1=CN(C(C2=NC(=C(C=C21)OC)OC)=O)C=2C(=C1C=C(NC1=CC2)C)F 5-[(4-fluorohexahydropyridin-1-yl)carbonyl]-7-(4-fluoro-2-methyl-1H-indol-5-yl)-2,3-dimethoxy-7,8-dihydropyrido[3,4-b]pyridin-8-one